OC12C(=O)N(C(C1C=C(C=C2)O)=O)CC=C 1,4-dihydroxy-N-ALLYLPHTHALIMIDE